N[C@H]1CCC2=CC(=CC=C12)N1C(=NC=2C1=NC(=CC2)N2N=NC=C2)C=2C(=NC=CC2)N (S)-3-(3-(1-amino-2,3-dihydro-1H-inden-5-yl)-5-(1H-1,2,3-triazol-1-yl)-3H-imidazo[4,5-b]pyridin-2-yl)pyridin-2-amine